(2S)-2-[4,10-bis({[1-(benzyloxy)-6-oxopyridin-2-yl]methyl})-7-[2-(tert-butoxy)-2-oxoethyl]-1,4,7,10-tetraazacyclododecan-1-yl]glutaric acid 1-tert-butyl 2,6-dichlorophenyl ester ClC1=C(C(=CC=C1)Cl)OC(CC[C@@H](C(=O)OC(C)(C)C)N1CCN(CCN(CCN(CC1)CC=1N(C(C=CC1)=O)OCC1=CC=CC=C1)CC(=O)OC(C)(C)C)CC=1N(C(C=CC1)=O)OCC1=CC=CC=C1)=O